5-(8-((1-(4-(4-chloro-1-(4-hydroxyphenyl)-2-phenylbut-1-en-1-yl)phenyl)piperidin-4-yl)methyl)-3,8-diazabicyclo[3.2.1]octan-3-yl)-2-(2,6-dioxopiperidin-3-yl)isoindoline ClCCC(=C(C1=CC=C(C=C1)O)C1=CC=C(C=C1)N1CCC(CC1)CN1C2CN(CC1CC2)C=2C=C1CN(CC1=CC2)C2C(NC(CC2)=O)=O)C2=CC=CC=C2